CC=1N=C(C2=C(N1)C1=C(O2)C=CC=C1)N1[C@@H](C[C@@H](C1)CC(NC1=CC=C(C=C1)CC=1C=NC=CC1)=O)C(=O)O (2S,4R)-1-(2-methylbenzofuro[3,2-d]pyrimidin-4-yl)-4-(2-oxo-2-((4-(pyridin-3-ylmethyl)phenyl)amino)ethyl)pyrrolidine-2-carboxylic acid